(3R)-1-(2-methylalanyl-D-tryptophyl)-3-(benzyl)-3-piperidinecarboxylic acid 1,2,2-trimethylhydrazide CN(N(C)C)C(=O)[C@@]1(CN(CCC1)C([C@H](NC(C(N)(C)C)=O)CC1=CNC2=CC=CC=C12)=O)CC1=CC=CC=C1